C1=CC=NC(=C1)C(=O)N PyridineCarboxamide